3-[(3R,9aS)-8-(2-chloro-6-fluoro-3-methoxybenzoyl)-3,4,6,7,9,9a-hexahydro-1H-pyrazino[2,1-c][1,4]oxazin-3-yl]-5-chloro-1H-pyridin-2-one ClC1=C(C(=O)N2C[C@H]3CO[C@@H](CN3CC2)C=2C(NC=C(C2)Cl)=O)C(=CC=C1OC)F